3-bromo-2,5-dichloro-6-hydroxy-benzaldehyde BrC=1C(=C(C=O)C(=C(C1)Cl)O)Cl